C12COCC(N1C=1SC3=C(N1)C=CC(=C3C(=O)NC=3C=NC(=CC3C(NC3(CC(C3)C(F)(F)F)C)=O)OC)OC)C2 2-(3-Oxa-6-azabicyclo[3.1.1]heptan-6-yl)-6-methoxy-N-(6-methoxy-4-((1-methyl-3-(trifluoromethyl)cyclobutyl)carbamoyl)pyridin-3-yl)benzo[d]thiazole-7-carboxamide